C(C)(=O)N1C[C@@H](C=2C3=C(C(NC2C1)=O)C=C(C=C3)F)N(C(=O)NC3=CC(=C(C=C3)F)C#N)C (R)-1-(3-acetyl-8-fluoro-6-oxo-1,2,3,4,5,6-hexahydrobenzo[c][1,7]naphthyridin-1-yl)-3-(3-cyano-4-fluorophenyl)-1-methylurea